ClC=1C=C(C=CC1F)NC1=NC=NC2=CC(=C(C=C12)NC(C=C)=O)OCCCN1CCN(CC1)CC1=NC=C(C=C1)N1C(NC(CC1)=O)=O N-(4-((3-chloro-4-fluorophenyl)amino)-7-(3-(4-((5-(2,4-dioxotetrahydropyrimidin-1(2H)-yl)pyridin-2-yl)methyl)piperazin-1-yl)propoxy)quinazolin-6-yl)acrylamide